N-[4-[4-[6-chloro-4-(trifluoromethyl)-2-pyridinyl]piperazin-1-yl]sulfonylphenyl]-2-piperazin-1-yl-acetamide ClC1=CC(=CC(=N1)N1CCN(CC1)S(=O)(=O)C1=CC=C(C=C1)NC(CN1CCNCC1)=O)C(F)(F)F